C(C1=CC=CC=C1)C(CCOCCOCCOCCNC(CCC)=O)C(C)(C)C benzyl-1-tert-butyl-14-oxo-4,7,10-trioxa-13-aza-heptadecane